CNC=1C2=C(N=CN1)C(=CS2)C2=CC=CC=C2 N-methyl-7-phenyl-thieno[3,2-d]pyrimidin-4-amine